COC=1C=C2C(=NC(=NC2=CC1OCCCN1CCCC1)N1CCCC1)N1C(CCCC1)N 1-(6-methoxy-2-(pyrrolidin-1-yl)-7-(3-(pyrrolidin-1-yl)propoxy)quinazolin-4-yl)piperidin-2-amine